N[C@H]1C[C@H](C1)C(=O)N1OCC[C@H]1C1=CC=C(C=C1)Cl cis-(3-aminocyclobutyl)-[(3S)-3-(4-chlorophenyl)isoxazolidin-2-yl]methanone